N1-(4-(tert-butyl)-3-(2-methoxyethoxy)phenyl)cyclohexane-1,4-diamine C(C)(C)(C)C1=C(C=C(C=C1)NC1CCC(CC1)N)OCCOC